5-(4-((3-ethyl-2,4-dioxo-1,2,3,4-tetrahydroquinazolin-7-yl)methyl)piperazin-1-yl)-6-fluoro-N-methylpyridineamide C(C)N1C(NC2=CC(=CC=C2C1=O)CN1CCN(CC1)C=1C=CC(=NC1F)C(=O)NC)=O